C(C)(C)(C)C1=CC=C(C(=C(C=O)C)Cl)C=C1 4-tert-butyl-beta-chloro-alpha-methyl-cinnamaldehyde